(R)-6-fluoro-2,3-dihydro-1H-inden-1-amine FC1=CC=C2CC[C@H](C2=C1)N